methyl N-[2-methyl-2-[5-[(3R)-3-amino-5-[(4-chlorophenyl)methyl]-8-fluoro-1,1,4-trioxo-2,3-dihydro-1λ6,5-benzothiazepin-7-yl]-1,3,4-oxadiazol-2-yl]-1-(trifluoromethyl)propyl]carbamate CC(C(C(F)(F)F)NC(OC)=O)(C)C=1OC(=NN1)C=1C(=CC2=C(N(C([C@H](CS2(=O)=O)N)=O)CC2=CC=C(C=C2)Cl)C1)F